tetradecyl phosphate potassium salt [K+].P(=O)(OCCCCCCCCCCCCCC)([O-])[O-].[K+]